FC(C=1C(=C(C=CC1)C(C)NC1=NC=2N(C3=CC=C(C=C13)N1CC(N(CC1)C)=O)C=CN2)F)F 4-{5-[1-(3-difluoromethyl-2-fluoro-phenyl)-ethylamino]-imidazo[1,2-a]quinazolin-7-yl}-1-methyl-piperazin-2-one